4-(4-(1-ethyl-3,8-diazabicyclo[3.2.1]octan-3-yl)-8-fluoro-2-(((2R,7aS)-2-fluorotetrahydro-1H-pyrrolizin-7a(5H)-yl)methoxy)pyrido[4,3-d]pyrimidin-7-yl)-5-ethynyl-6-fluoronaphthalen-2-ol C(C)C12CN(CC(CC1)N2)C=2C1=C(N=C(N2)OC[C@]23CCCN3C[C@@H](C2)F)C(=C(N=C1)C1=CC(=CC2=CC=C(C(=C12)C#C)F)O)F